3-bromo-5-(3-chloro-4-fluorophenoxy)-1-(oxolan-3-yl)-1,2,4-triazole BrC1=NN(C(=N1)OC1=CC(=C(C=C1)F)Cl)C1COCC1